C(CCCCCCCCCCCCCCCCC)C1=C(C(=CC(=C1)C)CCCCCCCCCCCCCCCCCC)O 2,6-bis-octadecyl-4-methylphenol